C1(CC1)C1CN(CCN1)C(=O)C1=C(C=C(C=C1)NC=1C=2N(C=CN1)C(=CN2)C2=CC(=C(C=C2)OC)F)C (3-cyclopropylpiperazin-1-yl)-[4-[[3-(3-fluoro-4-methoxyphenyl)imidazo[1,2-a]pyrazin-8-yl]amino]-2-methylphenyl]methanone